P(=O)(OC1=C(C=C(C=C1)C)C)(OC1=C(C=C(C=C1)C)C)OC1=C(C=C(C=C1)C)C tri(2,4-dimethylphenyl) phosphate